C12N(CC(NC1)CC2)C=2C1=C(N=C(N2)OC([2H])([2H])C23CCCN3CCC2)C(N(C=C1)C1=CC(=CC2=CC=C(C(=C12)C#C)F)O)=O 4-(2,5-Diazabicyclo[2.2.2]octan-2-yl)-7-(8-ethynyl-7-fluoro-3-hydroxynaphthalen-1-yl)-2-((tetrahydro-1H-pyrrolizin-7a(5H)-yl)methoxy-d2)pyrido[3,4-d]pyrimidin-8(7H)-one